FC1=C2CC(CC2=C(C=C1OCC1(CC1)NC(OC(C)(C)C)=O)F)C=O tert-Butyl N-[1-[(4,7-difluoro-2-formyl-2,3-dihydro-1H-inden-5-yl)oxymethyl]cyclopropyl]carbamate